FC1(CN(CCC1(O)O)C)F 3,3-difluoro-1-methylpiperidine-4,4-diol